ClC1=C(C=CC=C1OC)C(=O)N1C[C@H]2CO[C@@](CN2CC1)(C1=C(C=C(C(=C1)F)F)F)O (2-chloro-3-methoxyphenyl)((3R,9aS)-3-hydroxy-3-(2,4,5-trifluorophenyl)hexahydropyrazino[2,1-c][1,4]oxazin-8(1H)-yl)methanone